Methyl 2-((5-(6-((4-chloro-2-fluorobenzyl)oxy)pyridin-2-yl)-3,3a,4,6a-tetrahydrocyclopenta[c]pyrrol-2(1H)-yl)methyl)-1-(((S)-oxetan-2-yl)methyl)-1H-benzo[d]imidazole-6-carboxylate ClC1=CC(=C(COC2=CC=CC(=N2)C=2CC3C(CN(C3)CC3=NC4=C(N3C[C@H]3OCC3)C=C(C=C4)C(=O)OC)C2)C=C1)F